3-deoxy-α-D-manno-octulosonic acid C([C@@]1(O)C[C@@H](O)[C@@H](O)[C@H](O1)[C@H](O)CO)(=O)O